(2-pyridylmethyl)-1,3,5-triazin-2,4,6-triamine N1=C(C=CC=C1)CNC1=NC(=NC(=N1)N)N